C(CS(=S)=S)(=O)O thioglycolic acid-disulfide